methylglycine ethyl ester hydrochloride Cl.C(C)OC(CNC)=O